methyl (S)-2-((S)-2-(4-methoxy-1H-indole-2-carboxamido)-4-methylpentanamido)-3-((S)-2-oxopyrrolidin-3-yl)propanoate COC1=C2C=C(NC2=CC=C1)C(=O)N[C@H](C(=O)N[C@H](C(=O)OC)C[C@H]1C(NCC1)=O)CC(C)C